C(C)(C)N(P(O[C@@H]1[C@H](O[C@H](C1)N1C2=NC=NC(=C2NC1=O)NC(C1=CC=CC=C1)=O)COC(C1=CC=CC=C1)(C1=CC=C(C=C1)OC)C1=CC=C(C=C1)OC)OCCC#N)C(C)C (2R,3S,5R)-5-(6-benzamido-8-oxo-7,8-dihydro-9H-purin-9-yl)-2-((bis(4-methoxyphenyl)(phenyl)methoxy)methyl)tetrahydrofuran-3-yl (2-cyanoethyl) diisopropylphosphoramidite